Ethyl (5-(7-fluoro-4-oxo-3,4-dihydrophthalazin-1-yl)-4-methyl-1H-benzimidazol-2-yl)carbamate FC1=CC=C2C(NN=C(C2=C1)C1=C(C2=C(NC(=N2)NC(OCC)=O)C=C1)C)=O